ClC=1C=C(NC2(CCC3(N(CC4=CC(=CC=C34)F)C[C@H](CO)C)CC2)C(=O)O)C=CC1 (1s,4S)-4-(3-chloroanilino)-5'-fluoro-2'-[(2R)-3-hydroxy-2-methylpropyl]-2',3'-dihydrospiro[cyclohexane-1,1'-isoindole]-4-carboxylic acid